Cl.Cl.Cl.NC=1C2=C(N=CN1)N(C=C2)C2C(C1(C(O2)CCC1)O)O 2-(4-amino-7H-pyrrolo[2,3-d]pyrimidin-7-yl)hexahydro-3aH-cyclopenta[b]furan-3,3a-diol trihydrochloride